(1R)-3-[8-bromo-3-(2,2,2-trifluoroethyl)imidazo[1,2-a]pyridin-2-yl]-1-phenylprop-2-yn-1-ol BrC=1C=2N(C=CC1)C(=C(N2)C#C[C@H](O)C2=CC=CC=C2)CC(F)(F)F